C(#C)C1=CC(=CC=C1)OC 1-ethynyl-3-methoxybenzene